ClC1=CC(=C(S1)N1C(=C(C=C1C)C=C(C1=NC2=C(C=NC(=C2)OC)N1)C#N)C)C(=O)[O-] 5-chloro-2-(3-(2-cyano-2-(6-methoxy-3H-imidazo[4,5-c]pyridine-2-yl)vinyl)-2,5-dimethyl-1H-pyrrol-1-yl)thiophene-3-carboxylate